ClC=1C=CC2=C(C[C@](O2)(C2=CC=CC=C2)CNC(OC(C)(C)C)=O)C1C1=C(C(=CC=C1C#N)NC)F tert-butyl (((2S,4R)-5-chloro-4-(6-cyano-2-fluoro-3-(methylamino)phenyl)-2-phenyl-2,3-dihydrobenzofuran-2-yl)methyl)carbamate